C(C)(=O)C1=CC=C(N=N1)C(=O)NC(C)C 6-Acetyl-N-(propan-2-yl)pyridazine-3-carboxamide